8-phenyl-6,7-dihydro-5H-benzo[7]annulen-4-ol C1(=CC=CC=C1)C=1CCCC2=C(C1)C=CC=C2O